tert-butyl N-(4-benzyl-8-hydroxy-2,3-dihydro-1,4-benzoxazin-6-yl)carbamate C(C1=CC=CC=C1)N1CCOC2=C1C=C(C=C2O)NC(OC(C)(C)C)=O